[Si](C)(C)(C(C)(C)C)OC1CC2(CC2CC1)O 3-((tert-butyldimethylsilyl)oxy)bicyclo[4.1.0]heptan-1-ol